(3-fluoropyridin-2-yl)methanethiol FC=1C(=NC=CC1)CS